(S)-(-)-tert-butyl-sulfenamide C(C)(C)(C)SN